OC[C@H]1C[C@@H](CC1)NC1=NC=C(C(=N1)NC1CCC(CC1)OC)C(=O)N 2-((1R,3R)-3-(hydroxymethyl)cyclopentylamino)-4-((1s,4S)-4-methoxycyclohexylamino)pyrimidine-5-carboxamide